N-(1-(azetidin-3-yl)ethyl)-5-(4-(trifluoromethyl)phenoxy)-2-naphthamide N1CC(C1)C(C)NC(=O)C1=CC2=CC=CC(=C2C=C1)OC1=CC=C(C=C1)C(F)(F)F